1-ethyl-2,3-dimethyl-imidazole tetrafluoroborate F[B-](F)(F)F.C(C)N1C(N(C=C1)C)C